O=C1N(C=CC2=CC=NC=C12)CC1=CC=C2C=C(N(C2=C1)C(=O)OC(C)(C)C)CN1[C@@H]2CC([C@H](C1)C2)C |r| tert-butyl 6-[(1-oxo-2,7-naphthyridin-2-yl)methyl]-2-[[rac-(1R,4R)-5-methyl-2-azabicyclo[2.2.1]heptan-2-yl]methyl]indole-1-carboxylate